CN(S(=O)(=O)C1=CC(=C(C=C1)N1CCCC1)C=1NC2=CC(=CC=C2C1)C)[C@H](C(=O)N1CCOCC1)C (S)-N-methyl-3-(6-methyl-1H-indol-2-yl)-N-(1-morpholino-1-oxopropan-2-yl)-4-(pyrrolidin-1-yl)benzenesulfonamide